5-Fluoro-2-((1-methyl-1H-pyrazol-3-yl)methyl)-6-(phenylsulfanyl)phthalazin-1(2H)-one FC1=C2C=NN(C(C2=CC=C1SC1=CC=CC=C1)=O)CC1=NN(C=C1)C